N1CC(=CC1)C=1N=C(SC1)C=1C=NC2=CC=C(C=C2C1)C=1N=CNC1C1=NC(=CC=C1)C 4-(2,5-dihydro-1H-pyrrol-3-yl)-2-[6-[5-(6-methyl-2-pyridyl)-1H-imidazol-4-yl]-3-quinolyl]thiazole